tert-butyl 3-(4-(2-bromoacetyl)-1H-pyrazol-1-yl)pyrrolidine-1-carboxylate BrCC(=O)C=1C=NN(C1)C1CN(CC1)C(=O)OC(C)(C)C